Benzyl [(3S,6S)-6-(1,3,4-oxadiazol-2-yl)tetrahydro-2H-pyran-3-yl]carbamate O1C(=NN=C1)[C@@H]1CC[C@@H](CO1)NC(OCC1=CC=CC=C1)=O